tert-Butyl N-cyclopropyl-N-[2-[(6-formyl-1,4-dimethyl-6,7-dihydro-5H-cyclopenta[c]pyridin-3-yl)oxy]ethyl]carbamate C1(CC1)N(C(OC(C)(C)C)=O)CCOC1=C(C2=C(C(=N1)C)CC(C2)C=O)C